ClC1=NC=CC2=C1C(=NN2C(C)C)C2=NOC(=C2)C2(CC2)O 1-(3-(4-chloro-1-isopropyl-1H-pyrazolo[4,3-c]pyridin-3-yl)isoxazol-5-yl)cyclopropan-1-ol